(S)-4-amino-2-(((benzyloxy)carbonyl)amino)-4-oxobutanoic acid NC(C[C@@H](C(=O)O)NC(=O)OCC1=CC=CC=C1)=O